COCCNC(CC1N(C(CC1)=O)CC1=CC=C(C=C1)C)=O N-(2-methoxyethyl)-2-[1-[(4-methylphenyl)methyl]-5-oxopyrrolidin-2-yl]acetamid